ClC=1C=C(C=CC1F)N(C(=O)[C@H]1N(CC(C1)=O)C(=O)OC(C)(C)C)C tert-butyl (2S)-2-[(3-chloro-4-fluorophenyl) (methyl) carbamoyl]-4-oxopyrrolidine-1-carboxylate